1,2-Difluorobenzol FC1=C(C=CC=C1)F